CC1=C(C(CCC1O)(C)C)/C=C/C(=C/C=C/C(=C/C=O)/C)/C 4-HYDROXYRETINAL